[4-(6-Amino-5-methoxy-pyridazin-3-yl)-piperidin-1-yl]-[4-methoxy-5-(4-methoxy-phenoxy)-pyridin-2-yl]-methanone NC1=C(C=C(N=N1)C1CCN(CC1)C(=O)C1=NC=C(C(=C1)OC)OC1=CC=C(C=C1)OC)OC